2,2,2-trifluoroethyl 2,4-dimethyl-1H-pyrrole-3-carboxylate CC=1NC=C(C1C(=O)OCC(F)(F)F)C